FC(C1CN(CCC1)C1=CC=CC(=N1)NC1=NN2C(N=C(C=C2)C=2C=NC(=C(C2)OC)OC)=C1)F N-(6-(3-(difluoromethyl)piperidin-1-yl)pyridin-2-yl)-5-(5,6-dimethoxypyridin-3-yl)pyrazolo[1,5-A]pyrimidin-2-amine